Cl.C(C1=CC=CC=C1)[C@]1([C@H]([C@H]2CC[C@@H]1C2)N)CC (1S,2S,3R,4R)-3-benzyl-3-ethylbicyclo[2.2.1]heptan-2-amine hydrochloride